6'-Methyl-2,2'-bipyridinecarboxylic acid CC1=CC=CC(=N1)C1=NC=CC=C1C(=O)O